NC=1N=CC(=NC1C)C#CC=1C=C(C(=O)NC2=CC=3CCC[C@@H](C3C=C2)O)C=CC1C (S)-3-((5-amino-6-methylpyrazin-2-yl)ethynyl)-N-(5-hydroxy-5,6,7,8-tetrahydronaphthalene-2-yl)-4-methylbenzamide